tertbutyl 4-(6-{[6-(1-butoxyethenyl)-8-cyclopentyl-5-methyl-7-oxo-7,8-dihydropyrido[2,3-d]pyrimidin-2-yl] amino}pyridin-3-yl)piperazine-1-carboxylate C(CCC)OC(=C)C1=C(C2=C(N=C(N=C2)NC2=CC=C(C=N2)N2CCN(CC2)C(=O)OC(C)(C)C)N(C1=O)C1CCCC1)C